C1(CC1)C(=O)NC1=NC=C(C(=O)NC([2H])([2H])[2H])C(=C1)NC1=CN(C=2N=CN(C(C21)=O)CC)C2CC2 6-(Cyclopropanecarboxamido)-4-((7-cyclopropyl-3-ethyl-4-oxo-4,7-dihydro-3H-pyrrolo[2,3-d]pyrimidin-5-yl)amino)-N-(methyl-d3)nicotinamide